BrCCCC=1C(=NNC1C)C 4-(3-Bromo-propyl)-3,5-dimethyl-1H-pyrazole